O=C1N(C2=C(OCC1)C=CC=C2)CCCNC(OC(C)(C)C)=O tert-butyl (3-(4-oxo-3,4-dihydrobenzo[b][1,4]oxazepine-5(2H)-yl)propyl)carbamate